C(C)OC(=O)C=1C=NN(C1C1CC1)C=1C=NC=CC1 5-cyclopropyl-1-(pyridin-3-yl)-1H-pyrazole-4-carboxylic acid ethyl ester